CN1CCN(CC1)CCC=O 3-(4-methylpiperazin-1-yl)propan-1-one